6-(difluoromethyl)-N-(2,4-dimethoxybenzyl)-8-(3-methoxy-2,6-dimethylphenyl)pyrido[3,4-d]pyrimidin-4-amine FC(C1=CC2=C(N=CN=C2NCC2=C(C=C(C=C2)OC)OC)C(=N1)C1=C(C(=CC=C1C)OC)C)F